(R)-4-(4-fluorobenzoyl)-3-methylpiperazine FC1=CC=C(C(=O)N2[C@@H](CNCC2)C)C=C1